2,4-dichloro-N-{5-[(5R)-7-chloro-4,4-difluoro-5-hydroxy-5-(hydroxymethyl)-2,3,4,5-tetrahydro-1H-1-benzazepin-1-carbonyl]pyridin-2-yl}-5-fluorobenzamide hydrochloride Cl.ClC1=C(C(=O)NC2=NC=C(C=C2)C(=O)N2CCC([C@@](C3=C2C=CC(=C3)Cl)(CO)O)(F)F)C=C(C(=C1)Cl)F